(S)-6-(6-acryloyl-5,6,7,8-tetrahydro-4H-pyrazolo[1,5-d][1,4]diazepin-2-yl)-7-(2,4-difluoro-6-(2-hydroxyethoxy)phenyl)thieno[3,2-c]pyridin-4-yl trifluoromethanesulfonate FC(S(=O)(=O)OC1=NC(=C(C2=C1C=CS2)C2=C(C=C(C=C2OCCO)F)F)C2=NN1CCN(CCC1=C2)C(C=C)=O)(F)F